butyl 2-((1-(4-(trifluoromethyl)phenyl)-1H-indazol-4-yl)oxy)acetate FC(C1=CC=C(C=C1)N1N=CC2=C(C=CC=C12)OCC(=O)OCCCC)(F)F